4-[(7-chloro-1,6-naphthyridin-2-yl)methanesulfonyl]Piperidine-1-carboxylic acid tert-butyl ester C(C)(C)(C)OC(=O)N1CCC(CC1)S(=O)(=O)CC1=NC2=CC(=NC=C2C=C1)Cl